2-chloro-4-(piperidinylmethyl)pyridine ClC1=NC=CC(=C1)CN1CCCCC1